Cl.N[C@H](C(=O)OCC1=CC(=NC(=C1)Cl)Cl)C1CCC1 (2,6-Dichloropyridin-4-yl)methyl (S)-2-amino-2-cyclobutylacetate hydrochloride